4-(hydroxymethyl)oxazolidin-2-one OCC1NC(OC1)=O